FC=1C=C(C=CC1F)N1C(N(C=C(C1=O)C(=O)NC1=CC(=C(C=C1)OC1=C2C(=NC=C1)NN=C2N[C@@H](CO)C)F)CC)=O (R)-3-(3,4-difluorophenyl)-1-ethyl-N-(3-fluoro-4-((3-((1-hydroxypropan-2-yl)amino)-1H-pyrazolo[3,4-b]pyridin-4-yl)oxy)phenyl)-2,4-dioxo-1,2,3,4-tetrahydropyrimidine-5-carboxamide